(S)-3-(1-(3-((1H-imidazol-2-yl)amino)propyl)-1H-indazole-5-carboxamido)-2-((2,4,6-trimethylphenyl)sulfonamido)propanoic acid N1C(=NC=C1)NCCCN1N=CC2=CC(=CC=C12)C(=O)NC[C@@H](C(=O)O)NS(=O)(=O)C1=C(C=C(C=C1C)C)C